2-(1-methyltelluro-ethyl)pyridine C[Te]C(C)C1=NC=CC=C1